C(C)OC(C1=CC=C(C=C1)C=1C=C2C=C(C(OC2=C(C1)[N+](=O)[O-])=O)C1=NN=NN1)=O 4-(8-Nitro-2-oxo-3-(1H-tetrazol-5-yl)-2H-chromen-6-yl)benzoic acid ethyl ester